N-{(3S)-1-[(1S,2S)-2-(2',6'-difluoro-5-methyl[1,1'-biphenyl]-2-yl)cyclopropane-1-carbonyl]pyrrolidin-3-yl}methanesulfonamide FC1=C(C(=CC=C1)F)C1=C(C=CC(=C1)C)[C@@H]1[C@H](C1)C(=O)N1C[C@H](CC1)NS(=O)(=O)C